ClC=1C=CC2=C(CC(CC=3N2C(=NN3)C3CC(C3)(F)F)NC(OC(C)(C)C)=O)C1 tert-butyl [8-chloro-1-(3,3-difluorocyclobutyl)-5,6-dihydro-4H-[1,2,4]triazolo[4,3-a][1]benzazepin-5-yl]carbamate